1-(2-(5-chloro-2-(trifluoromethyl)benzyl)-2,7-diazaspiro[3.5]nonane-7-carbonyl)-1H-pyrazole-3-carboxylic acid ClC=1C=CC(=C(CN2CC3(C2)CCN(CC3)C(=O)N3N=C(C=C3)C(=O)O)C1)C(F)(F)F